FC1=CC=C(C=N1)NC(=O)C1(COC1)C1=CC=C(C=C1)C=1C=NC(=CC1CO)C(F)(F)F N-(6-fluoropyridin-3-yl)-3-(4-(4-(hydroxymethyl)-6-(trifluoromethyl)pyridin-3-yl)phenyl)oxetane-3-carboxamide